C(CC\C=C/C\C=C/C\C=C/C\C=C/C\C=C/C\C=C/CC)(=O)O[C@@H](COP(=O)(O)OCC)COCCCCCCCCCCCCCCCCCC 2-((((R)-2-(((4Z,7Z,10Z,13Z,16Z,19Z)-docosa-4,7,10,13,16,19-hexaenoyl)oxy)-3-(octadecyloxy)propoxy)(hydroxy)phosphoryl)oxy)ethane